6-Chloro-2-(4-piperidyl)-1H-indole ClC1=CC=C2C=C(NC2=C1)C1CCNCC1